5-(chloromethyl)-2,4-dihydro-3H-1,2,4-triazol-3-one ClCC=1NC(NN1)=O